tert-butyl (3R)-3-methyl-4-[3-(4-oxo-3H-quinazolin-2-yl)propanoyl]piperazine-1-carboxylate C[C@@H]1CN(CCN1C(CCC1=NC2=CC=CC=C2C(N1)=O)=O)C(=O)OC(C)(C)C